N,N-dimethyl-(2,4,6-trimethylaniline) tetrakis-(2,3,4,6-tetrafluorophenyl)borate FC1=C(C(=CC(=C1F)F)F)[B-](C1=C(C(=C(C=C1F)F)F)F)(C1=C(C(=C(C=C1F)F)F)F)C1=C(C(=C(C=C1F)F)F)F.CN(C1=C(C=C(C=C1C)C)C)C